(1r,4r)-4-(8-(2-chloro-4,6-difluorophenylamino)-2-(cyclopentylamino)-9H-purin-9-yl)-1-methylcyclohexanecarboxamide ClC1=C(C(=CC(=C1)F)F)NC=1N(C2=NC(=NC=C2N1)NC1CCCC1)C1CCC(CC1)(C(=O)N)C